CN1[C@H]2CN(C[C@@H]1CC2)C=2C(=C(N)C=CC2)[N+](=O)[O-] 3-((1R,5S)-8-methyl-3,8-diazabicyclo[3.2.1]Oct-3-yl)-2-nitroaniline